CC1=CCC(CC1)C(CC1C(CCC1)=O)C 2-(2-(4-methylcyclohex-3-en-1-yl)propyl)cyclopentanone